6-chloro-3-(((R)-1-(2-cyano-3-((S)-3-(hydroxymethyl)pyrrolidin-1-yl)-7-methylquinoxalin-5-yl)ethyl)amino)picolinic acid ClC1=CC=C(C(=N1)C(=O)O)N[C@H](C)C1=C2N=C(C(=NC2=CC(=C1)C)C#N)N1C[C@H](CC1)CO